chloro-3-(4-(2-cyanoethyl)pyridin-2-yl)imidazo[1,2-B]pyridazine ClC=1N=C2N(N=CC=C2)C1C1=NC=CC(=C1)CCC#N